B([O-])([O-])[O-].[Na+].[Fe+2] iron sodium borate